NC=1SC2=C(N1)C(=CC=C2F)C2=C(C=C1C(=NC(=NC1=C2F)OC[C@]21CCCN1C[C@@H](C2)F)N2C1COCC2CC(C1)N)Cl 9-(7-(2-amino-7-fluorobenzo[d]thiazol-4-yl)-6-chloro-8-fluoro-2-(((2R,7aS)-2-fluorotetrahydro-1H-pyrrolizin-7a(5H)-yl)methoxy)-quinazolin-4-yl)-3-oxa-9-azabicyclo[3.3.1]nonan-7-amine